CN(CCOC=1C=CC=2C[C@@H]3N(CC2C1)[C@@H](CN(C3)C3=C1C=CC=NC1=C(C=C3)C#N)C)C 5-[(4R,11aS)-8-[2-(dimethylamino)ethoxy]-4-methyl-1,3,4,6,11,11a-hexahydropyrazino[1,2-b]isoquinolin-2-yl]quinoline-8-carbonitrile